COC1=CC=C(CNCCO)C=C1 2-((4-methoxybenzyl)amino)ethan-1-ol